C(C)[C@]12[C@H]3CC[C@@]4([C@H](CC[C@H]4[C@@H]3CC[C@@H]2C[C@](CC1)(C)O)[C@@](CN1N=CC(=C1)C#N)(C)O)C 1-((R)-2-((3R,5R,8S,9S,10S,13S,14S,17S)-10-ethyl-3-hydroxy-3,13-dimethylhexadecahydro-1H-cyclopenta[a]phenanthren-17-yl)-2-hydroxypropyl)-1H-pyrazole-4-carbonitrile